C1(CC1)COC=1C=CC2=C(C(=C(O2)C)C(=O)NC2(CCOCC2)CO)C1 5-(cyclopropylmethoxy)-N-[4-(hydroxymethyl)oxan-4-yl]-2-methyl-1-benzofuran-3-carboxamide